FC=1C=C(C=CC1)C#CC=1C=C2CCC(C2=CC1)N1[C@@H](CCCC1)C(=O)[O-] (2S)-1-(5-((3-fluoro-phenyl)ethynyl)-2,3-dihydro-1H-inden-1-yl)piperidine-2-carboxylate